3-[benzoyl (cyclohexyl)amino]-1-phenylbutyl benzoate C(C1=CC=CC=C1)(=O)OC(CC(C)N(C1CCCCC1)C(C1=CC=CC=C1)=O)C1=CC=CC=C1